5-((1,2,3,4-tetrahydroisoquinolin-6-yl)amino)-1,8-naphthyridin-2(1H)-one dihydrochloride Cl.Cl.C1NCCC2=CC(=CC=C12)NC1=C2C=CC(NC2=NC=C1)=O